C(C)NC1=NC(N([C@H]2C[C@H](O)[C@@H](CO)O2)C=C1)=O N4-ethyl-2'-deoxycytidine